1-[3-(3-thiomorpholinonyl)-2-hydroxypropyl]-2-methyl-5-nitroimidazole N1(C(CSCC1)=O)CC(CN1C(=NC=C1[N+](=O)[O-])C)O